FC1=C(OC2=C(C=C(C=C2)S(=O)(=O)N2CCC3=CC=CC=C23)C=2C3=C(C(N(C2)C)=O)NC=C3)C=CC(=C1)F 4-[2-(2,4-difluorophenoxy)-5-(2,3-dihydro-1H-indol-1-ylsulfonyl)phenyl]-6-methyl-1,6-dihydro-7H-pyrrolo[2,3-c]pyridin-7-one